6-bromo-8-methoxy-2-methyl-imidazo[1,2-a]pyridine BrC=1C=C(C=2N(C1)C=C(N2)C)OC